C1N(CCC2=CN=CC=C12)C(=O)C=1N=C2N(N1)[C@@H](C[C@@H]2F)C2=CC=CC=C2 |r| 3,4-Dihydro-1H-2,6-naphthyridin-2-yl-[rac-(5S,7S)-7-fluoro-5-phenyl-6,7-dihydro-5H-pyrrolo[1,2-b][1,2,4]triazol-2-yl]methanon